N-{4-[2-(2-chlorophenyl)acetamido]pyridin-2-yl}-N-[4-(difluoromethoxy)phenyl]acetamide ClC1=C(C=CC=C1)CC(=O)NC1=CC(=NC=C1)N(C(C)=O)C1=CC=C(C=C1)OC(F)F